2-(5-(((1S,2R,3R,5R)-2-fluoro-1,5-dimethyl-8-azabicyclo[3.2.1]octan-3-yl)(methyl)amino)pyrazin-2-yl)-5-(6-methoxypyridazin-4-yl)phenol F[C@H]1[C@@]2(CC[C@](C[C@H]1N(C=1N=CC(=NC1)C1=C(C=C(C=C1)C1=CN=NC(=C1)OC)O)C)(N2)C)C